4-(2-(((R)-((S)-7-(1H-pyrrol-3-yl)-2,3-dihydro-1H-pyrido[2,3-b][1,4]oxazin-3-yl)(phenyl)methyl)amino)ethyl)benzonitrile dihydrochloride Cl.Cl.N1C=C(C=C1)C1=CC2=C(O[C@@H](CN2)[C@@H](C2=CC=CC=C2)NCCC2=CC=C(C#N)C=C2)N=C1